N-{6-[(3-cyclopropyl-1H-pyrazol-5-yl)amino]-5-methoxy-1,2-benzoxazol-3-yl}-2,6-dimethoxy-4-[(2R)-oxolan-2-yl]benzene-1-sulfonamide C1(CC1)C1=NNC(=C1)NC1=CC2=C(C(=NO2)NS(=O)(=O)C2=C(C=C(C=C2OC)[C@@H]2OCCC2)OC)C=C1OC